1-[2-methyl-5-(trifluoromethoxy)phenyl]-2-oxo-6-(trifluoromethyl)pyridine-3-carboxylic acid CC1=C(C=C(C=C1)OC(F)(F)F)N1C(C(=CC=C1C(F)(F)F)C(=O)O)=O